methyl 4-(3-chloropropylsulfonimidoyl)benzoate ClCCCS(=O)(=N)C1=CC=C(C(=O)OC)C=C1